C(CCC)C1(N(C(C=2C=CCCC12)=O)CC1=CC(=CC=C1)OC)O 3-butyl-3-hydroxy-2-(3-methoxybenzyl)-2,3,4,5-tetrahydro-1H-isoindol-1-one